N-(4-((6-(3-((tert-butyldimethylsilyl)oxy)-3-methylcyclobutoxy)-2-(1,1-difluoroethyl)pyrimidin-4-yl)amino)-5-ethoxypyridin-2-yl)acetamide [Si](C)(C)(C(C)(C)C)OC1(CC(C1)OC1=CC(=NC(=N1)C(C)(F)F)NC1=CC(=NC=C1OCC)NC(C)=O)C